(E)-4-bromobut-2-enoate BrC/C=C/C(=O)[O-]